OC1C[C@@H]2[C@@H](CN(C2)C(=O)OC(C)(C)C)C1 |o1:3,4| Tert-butyl rel-(3aR,5s,6aS)-5-hydroxyhexahydrocyclopenta[c]pyrrole-2(1H)-carboxylate